N=1C=NN2C1C=CC(=C2)C=2C=CN1N=C(N=C(C12)OC)NC1CC(C1)(N)C (1r,3r)-N1-(5-([1,2,4]triazolo[1,5-a]pyridin-6-yl)-4-methoxypyrrolo[2,1-f][1,2,4]triazin-2-yl)-3-methylcyclobutane-1,3-diamine